1-(9Z-pentadecenoyl)-2-(9Z,12Z,15Z-octadecatrienoyl)-glycero-3-phosphoserine CCCCC/C=C\CCCCCCCC(=O)OC[C@H](COP(=O)(O)OC[C@@H](C(=O)O)N)OC(=O)CCCCCCC/C=C\C/C=C\C/C=C\CC